CN1C=NC2=C1C=C(C=C2)B(O)O 1-METHYL-1H-BENZOIMIDAZOLE-6-BORONIC ACID